tert-butyl (1R,5S)-3-{[2-ethyl-7-({8-fluoro-2-methylimidazo[1,2-a]pyridin-6-yl}carbamoyl)indazol-4-yl](methyl)amino}-8-azabicyclo[3.2.1]octane-8-carboxylate C(C)N1N=C2C(=CC=C(C2=C1)N(C1C[C@H]2CC[C@@H](C1)N2C(=O)OC(C)(C)C)C)C(NC=2C=C(C=1N(C2)C=C(N1)C)F)=O